Methyl (2-(4-((tert-butoxycarbonyl)amino)piperidin-1-yl)thiazole-4-carbonyl)-Z-serinate C(C)(C)(C)OC(=O)NC1CCN(CC1)C=1SC=C(N1)C(=O)N[C@@H](CO)C(=O)OC